FC(C=1C=NN(C1C1CCC12CCNCC2)C2=C(C=CC=C2)C(F)(F)F)F (4-(difluoromethyl)-1-(2-(trifluoromethyl)phenyl)-1H-pyrazol-5-yl)-7-azaspiro[3.5]nonane